5-methylnicotinonitrile CC=1C=NC=C(C#N)C1